1-(1-(3,5-dimethyl-4-(4-(trifluoromethyl)-1H-pyrazol-1-yl)phenyl)butyl)-1H-imidazole-5-carboxylic acid methyl ester COC(=O)C1=CN=CN1C(CCC)C1=CC(=C(C(=C1)C)N1N=CC(=C1)C(F)(F)F)C